OC1(COC1)C=1C=C(C=NC1)C(=O)N1CC2C(C1)CC(C2)OC2=CC=C(C=C2)C(F)(F)F (5-(3-hydroxyoxetan-3-yl)pyridin-3-yl)(5-(4-(trifluoromethyl)phenoxy)hexahydrocyclopenta[c]pyrrol-2(1H)-yl)methanone